C(#N)C=1C=CC(=C2C=CN(C12)S(=O)(=O)C1=CC=C(C)C=C1)C1CN(CCO1)C(=O)OC(C)(C)C tert-Butyl 2-(7-cyano-1-tosyl-1H-indol-4-yl)morpholine-4-carboxylate